styreneboronic acid pinacol ester C(=CC1=CC=CC=C1)B1OC(C)(C)C(C)(C)O1